methyl (4-chloro-5-fluoro-2-nitrophenylthio)acetate ClC1=CC(=C(C=C1F)SCC(=O)OC)[N+](=O)[O-]